CC1=C(OC2=C1C=C(C=C2)S(N(C2=C(C=CC=C2)N2C(CNCC2)C(=O)C2=CC=NC=C2)CCC2=CC=CC=C2)(=O)=O)C(=O)O 3-methyl-5-(N-phenethyl-N-(2-(4-pyridylformylpiperazin-1-yl)phenyl)sulfamoyl)benzofuran-2-carboxylic acid